(1R,3R,5R)-2-(5-(1-hydroxyethyl)-2-methylisonicotinoyl)-2-azabicyclo[3.1.0]hexane-3-carboxylic acid OC(C)C1=CN=C(C=C1C(=O)N1[C@@H]2C[C@@H]2C[C@@H]1C(=O)O)C